FC(O[C@H]1C[C@H](C1)OCC(=O)NN1CCC(CC1)C(=O)O)(F)F 1-(2-(cis-3-(trifluoromethoxy)cyclobutoxy)acetamido)piperidine-4-carboxylic acid